N-(4-(4-cyanophenyl)oxazol-2-yl)isobutyramide C(#N)C1=CC=C(C=C1)C=1N=C(OC1)NC(C(C)C)=O